NC1=C(C(=NC=N1)NCC1CCN(CC1)C(C=C(C)C)=O)C1=CC=C(C=C1)OC1=CC=CC=C1 1-(4-(((6-amino-5-(4-phenoxyphenyl)pyrimidin-4-yl)amino)methyl)piperidin-1-yl)-3-methylbut-2-en-1-one